B(O)(O)CCC=1C(=C(C(=O)O)C(=CC1)OC1CN(C1)C(CC1CNCCS1(=O)=O)=O)O 3-(2-Boronoethyl)-6-({1-[(1,1-dioxo-1lambda6-thiomorpholin-2-yl)acetyl]azetidin-3-yl}oxy)-2-hydroxybenzoic acid